C1C=CC=C2C1=CC=CC=C2O benzo[7]annulen-5-ol